CC1=CC(=NN1)NC=1C=NC=2N(N1)C(=CN2)N2C[C@H]1CC[C@@H](C2)N1CCC#N 3-((1R,5S)-3-(2-((5-methyl-1H-pyrazol-3-yl)amino)imidazo[1,2-b][1,2,4]triazin-7-yl)-3,8-diazabicyclo[3.2.1]oct-8-yl)propionitrile